OCCC1=CC=C(C(=O)O)C=C1 4-(2-Hydroxyethyl)benzoic acid